FC1=NC(=CC(=C1)N1CCC=2C=C(N=CC2C1)C(=O)O)N1CC(CC1)OC 7-(2-fluoro-6-(3-methoxypyrrolidin-1-yl)pyridin-4-yl)-5,6,7,8-tetrahydro-2,7-naphthyridine-3-carboxylic acid